3-(cyclopropyl(phenyl)methoxy)-N5-ethyl-N2-methyl-1H-pyrrole-2,5-dicarboxamide C1(CC1)C(OC1=C(NC(=C1)C(=O)NCC)C(=O)NC)C1=CC=CC=C1